N-[(E)-[(2,6-dichlorophenyl)-(2,2-difluoro-7-azabicyclo[2.2.1]heptan-7-yl)methylene]amino]-4-methyl-benzenesulfonamide ClC1=C(C(=CC=C1)Cl)/C(/N1C2C(CC1CC2)(F)F)=N\NS(=O)(=O)C2=CC=C(C=C2)C